2-[(2R,3R,4R,5R,6R)-3-acetamido-4,5-diacetoxy-6-(acetoxymethyl)tetrahydropyran-2-yl]oxyacetic acid C(C)(=O)N[C@H]1[C@@H](O[C@@H]([C@@H]([C@@H]1OC(C)=O)OC(C)=O)COC(C)=O)OCC(=O)O